(6-((4-(2-(diethylamino)benzothiazole-6-yl)-5-fluoropyrimidine-2-yl)amino)pyridine-3-yl)(piperazine-1-yl)ketone C(C)N(C=1SC2=C(N1)C=CC(=C2)C2=NC(=NC=C2F)NC2=CC=C(C=N2)C(=O)N2CCNCC2)CC